N-(5-chloro-4-(5,5-dimethyl-5,6-dihydro-4H-pyrrolo[1,2-b]pyrazol-3-yl)pyridin-2-yl)-2-(3-cyanophenyl)Acetamide ClC=1C(=CC(=NC1)NC(CC1=CC(=CC=C1)C#N)=O)C1=C2N(N=C1)CC(C2)(C)C